Methyl (2R)-5-(2-ethoxy-1,1-difluoro-2-oxoethyl)pyrrolidine-2-carboxylate C(C)OC(C(F)(F)C1CC[C@@H](N1)C(=O)OC)=O